O1C(=CC2=C1C=CC=C2)/C=C/C(=O)C2=C(C(=CC(=C2)COC)O)Br 3-(benzofuran-2-yl)-1-(2-bromo-3-hydroxy-5-methoxymethylphenyl)-(2E)-2-propen-1-one